FC(CC[C@@H](C(C(=O)O)O)NC(=O)[C@H]1N(CC2(C1)CCCCC2)C([C@H](C(C)(C)C)NC(=O)OC)=O)(C)F (3S)-6,6-difluoro-2-hydroxy-3-((S)-2-((S)-2-((methoxycarbonyl)amino)-3,3-dimethylbutanoyl)-2-azaspiro[4.5]decane-3-carboxamido)heptanoic acid